tert-butyl 2-amino-4,6,7,8-tetrahydrothiazolo[5,4-c]azepine-5-carboxylate NC=1SC=2CN(CCCC2N1)C(=O)OC(C)(C)C